4-(1-((5-methoxy-7-methyl-1H-indol-4-yl)methyl)-4-(pyridin-2-yl)piperidin-2-yl)benzoic acid COC=1C(=C2C=CNC2=C(C1)C)CN1C(CC(CC1)C1=NC=CC=C1)C1=CC=C(C(=O)O)C=C1